CN(C/C=C/C(=O)N1CC2(C1)CN(CC2)C2=C(C#N)C(=CN=C2)C2=C1C=NNC1=CC=C2C)C (E)-3-(2-(4-(dimethylamino)but-2-enoyl)-2,6-diazaspiro[3.4]octan-6-yl)-5-(5-methyl-1H-indazol-4-yl)isonicotinonitrile